C(C)(C)(C)OC(NC1(CCN(CC1)C1=NC=CC(=N1)C#N)C)=O (1-(4-Cyanopyrimidin-2-yl)-4-methylpiperidin-4-yl)carbamic acid tert-butyl ester